ClC1=C(C=CC(=C1)Cl)[C@@H](C)N1N=C(C=2C1=NC(=CN2)N2CC(C2)[C@@H]2CN(CCC2)C2CC(C2)C(=O)O)C 3-((R)-3-(1-(1-((R)-1-(2,4-dichlorophenyl)ethyl)-3-methyl-1H-pyrazolo[3,4-b]pyrazin-6-yl)azetidin-3-yl)piperidin-1-yl)cyclobutane-1-carboxylic acid